7-neopentylbenzo[4,5]thieno[2,3-c]pyridin-1(2H)-one C(C(C)(C)C)C1=CC2=C(C3=C(C(NC=C3)=O)S2)C=C1